6-(methylthio)pyridine CSC1=CC=CC=N1